COC1=C(C=CC=C1)C(CCS(=O)(=O)[O-])(C)C 3-(2-methoxyphenyl)-3-methylbutanesulfonate